(1r,4r)-4-(dibenzylamino)cyclohexan-1-ol C(C1=CC=CC=C1)N(C1CCC(CC1)O)CC1=CC=CC=C1